BrC=1C=C(C(=O)N2CC3(C4=CC(=CC=C24)NS(=O)(=O)C)CCC2(CC3)CC2)C=CC1 N-(1''-(3-bromobenzoyl)dispiro[cyclopropane-1,1'-cyclohexane-4',3''-indoline]-5''-yl)methanesulfonamide